OCC[C@H]1[C@@H](C1)C(=O)OCC (1R,2S)-ethyl 2-(2-hydroxyethyl)cyclopropanecarboxylate